5-(4-amino-5-(trifluoromethyl)pyrrolo[2,1-f][1,2,4]triazin-7-yl)-N-((3R,4S)-1-(but-2-ynoyl)-4-fluoropyrrolidin-3-yl)-2-methoxynicotinamide NC1=NC=NN2C1=C(C=C2C=2C=NC(=C(C(=O)N[C@@H]1CN(C[C@@H]1F)C(C#CC)=O)C2)OC)C(F)(F)F